bis(di-isopropylamino)methylsilane C(C)(C)N(C(C)C)C(N(C(C)C)C(C)C)[SiH3]